tert-butyl (4S)-2,2-dimethyl-4-[3-methyl-2-oxo-1-(2-trimethylsilylethoxymethyl) benzimidazol-4-yl]piperidine-1-carboxylate CC1(N(CC[C@@H](C1)C1=CC=CC=2N(C(N(C21)C)=O)COCC[Si](C)(C)C)C(=O)OC(C)(C)C)C